(3-fluoro-pyridin-4-yl)-propan-1-ol FC=1C=NC=CC1C(CC)O